N1=CC=C(C=C1)C=1C=CC=2N(C1)N=CC2N2CCNCC2 1-[6-(pyridin-4-yl)pyrazolo[1,5-a]pyridin-3-yl]piperazine